COC(=O)C1=NC(=C(C=C1[N+](=O)[O-])C(F)(F)F)OCC1=CC=CC=C1 6-(benzyloxy)-3-nitro-5-(trifluoromethyl)pyridinecarboxylic acid methyl ester